4-((2R,3S,4S,5S)-3-(2-(difluoromethoxy)-3,4-difluorophenyl)-4,5-dimethyl-5-(trifluoromethyl)tetrahydrofuran-2-carboxamido)-N-methylpicolinamide FC(OC1=C(C=CC(=C1F)F)[C@H]1[C@@H](O[C@@]([C@H]1C)(C(F)(F)F)C)C(=O)NC1=CC(=NC=C1)C(=O)NC)F